C[C@H]1N(C[C@@H]([C@H]([C@@H]1O)O)O)CCCC1=CSC=C1 (2R,3R,4R,5S)-2-methyl-1-(3-(thiophen-3-yl)propyl)piperidin-3,4,5-triol